N1(C=NC=C1)CCCNC(CC=1SC(=CC1)C1=CC=C(C=C1)F)=O N-(3-(1H-Imidazol-1-yl)propyl)-2-(5-(4-fluorophenyl)thiophen-2-yl)acetamid